C(C)(C)(C)OC(=O)N(CCC[C@@H](CC(=O)O)NC1=NC=CC2=CC=C(C=C12)C1=NOC(=N1)C)C (3S)-6-[tert-butoxycarbonyl-(methyl)amino]-3-[[7-(5-methyl-1,2,4-oxadiazol-3-yl)-1-isoquinolinyl]amino]hexanoic acid